(6Ar,10aR)-6,6,9-trimethyl-3-octan-2-yl-6a,7,10,10a-tetrahydrobenzo[c]chromen-1-ol CC1(OC=2C=C(C=C(C2[C@H]2[C@H]1CC=C(C2)C)O)C(C)CCCCCC)C